ClC=1C=C(C=CC1F)S(=O)(=O)NC1=CC(=C(C=C1)C1=NC(=C(C=C1)F)C#N)Cl 3-chloro-N-(3-chloro-4-(6-cyano-5-fluoropyridin-2-yl)phenyl)-4-fluorobenzenesulfonamide